CC1=CC(=C(C=C1C(=O)O)C(=O)O)C.C(C1=CC(C(=O)OC)=CC=C1)(=O)OC dimethyl isophthalate (Dimethyl isophthalate)